NC1=NC=CC=C1C=1N(C2=C(C=NC(=C2)C#N)N1)C1=CC=C(C=C1)CO 2-(2-aminopyridin-3-yl)-1-(4-(hydroxymethyl)phenyl)-1H-imidazo[4,5-c]pyridine-6-carbonitrile